NC1=NC=CC=C1C1=NC=2C(=NC(=CC2)C2=CC(N(C=C2)C)=O)N1C1=CC=C(CN2CCC(CC2)NC2=NC(=NC=C2)C#N)C=C1 4-((1-(4-(2-(2-Aminopyridin-3-yl)-5-(1-methyl-2-oxo-1,2-dihydropyridin-4-yl)-3H-imidazo[4,5-b]pyridin-3-yl)benzyl)piperidin-4-yl)amino)pyrimidine-2-carbonitrile